C(C)OC(CC1=NC=CC=C1C(=O)O)=O 2-(2-ethoxy-2-oxoethyl)pyridine-3-carboxylic acid